5-chloro-7-(3,3-dimethylcyclobutyl)-N-[(3S,4R)-3-fluorooxan-4-yl]imidazo[4,3-f][1,2,4]triazin-2-amine ClC=1N=C(N2N=C(N=CC21)N[C@H]2[C@@H](COCC2)F)C2CC(C2)(C)C